O=CCCCCCCCC oxadecene